N1=C(NC2=NC=CC=C21)N[C@@H]2C[C@H](CC2)NC2=CC=C(C=N2)N2C(C=CC(=C2)OC)=O 6'-(((1S,3S)-3-((3H-Imidazo[4,5-b]pyridin-2-yl)amino)cyclopentyl)amino)-5-methoxy-2H-[1,3'-bipyridin]-2-one